CC1(CC=C(CC1)C1=NC(=NC(=C1)OC1=CC=CC=C1)NS(=O)(=O)C1=CC=CC=C1)C N-[4-(4,4-dimethylcyclohexen-1-yl)-6-phenoxy-pyrimidin-2-yl]benzenesulfonamide